3-(4-bromo-2-methyl-phenyl)sulfonyl-4-chloro-1-methyl-indole BrC1=CC(=C(C=C1)S(=O)(=O)C1=CN(C2=CC=CC(=C12)Cl)C)C